COC1=CC=C(C=C1)CN(C1=NC=C(C(=N1)OC)CCC#N)CC1=CC=C(C=C1)OC 3-[2-[bis[(4-methoxyphenyl)methyl]amino]-4-methoxy-pyrimidin-5-yl]propionitrile